ClC1=C(C(=C(C=C1OC)OC)Cl)C=1N=C(C2=C(N1)C=NC(=C2)N[C@@H]2COCC[C@@H]2NC(C=C)=O)N2CC1(C2)COCC1 N-((3S,4S)-3-((2-(2,6-dichloro-3,5-dimethoxyphenyl)-4-(6-oxa-2-azaspiro[3.4]octan-2-yl)pyrido[3,4-d]pyrimidin-6-yl)amino)tetrahydro-2H-pyran-4-yl)acrylamide